ClC1=C(C=CC=C1)C1=NN=C(S1)NC(=O)C1=CC(=NO1)CCOC N-(5-(2-chlorophenyl)-1,3,4-thiadiazol-2-yl)-3-(2-methoxyethyl)isoxazole-5-carboxamide